C(#N)N1CC2=CC=C(C(=C2C1)C1=CC=CC=C1)CC(=O)N (2-cyano-4-phenylisoindolin-5-yl)acetamide